2-(2-Naphthyl)-4-phenyl-5-methylimidazole C1=C(C=CC2=CC=CC=C12)C=1NC(=C(N1)C1=CC=CC=C1)C